(R)-N-[(1R)-1-(5-fluoro-3,6-dimethyl-4-oxo-2-tetrahydropyran-4-yl-quinazolin-8-yl)ethyl]-2-methylpropane-2-sulfinamide FC1=C2C(N(C(=NC2=C(C=C1C)[C@@H](C)N[S@](=O)C(C)(C)C)C1CCOCC1)C)=O